1'-[4-chloro-2-(trifluoromethyl)phenyl]-2-(2-ethoxypyridin-3-yl)-3'-ethyl-7-(pyrrolidin-3-yl)-6,7-dihydro-8H-spiro[1,7-naphthyridine-5,4'-piperidin]-8-one ClC1=CC(=C(C=C1)N1CC(C2(CC1)C=1C=CC(=NC1C(N(C2)C2CNCC2)=O)C=2C(=NC=CC2)OCC)CC)C(F)(F)F